3-(4-(trifluoromethyl)phenoxy)piperidine FC(C1=CC=C(OC2CNCCC2)C=C1)(F)F